4,5-bis(hexyldithio)-1,2,3-thiadiazole C(CCCCC)SSC=1N=NSC1SSCCCCCC